BrC=1SC2=C(N1)CCC2O 2-bromo-5,6-dihydro-4H-cyclopenta[d]thiazol-6-ol